COC(\C=C\CN(C)CCOCCOCCN(C(=O)OC(C)(C)C)C(=O)OC(C)(C)C)=O.C(C)(C)(C)C(C)(C)C (tert-butyldimethyl-methyl)methane methyl-(E)-4-[2-[2-[2-[bis(tert-butoxycarbonyl)amino]ethoxy]ethoxy]ethyl-methyl-amino]but-2-enoate